2-methyl-5-{2-[methyl-(piperidin-4-yl)amino][1,3]thiazolo[4,5-c]pyridin-6-yl}-2H-indazole-7-carbonitrile hydrochloride Cl.CN1N=C2C(=CC(=CC2=C1)C1=CC2=C(C=N1)N=C(S2)N(C2CCNCC2)C)C#N